4'-ACETYL-2'-METHYLBIPHENYL-4-CARBOXYLIC ACID C(C)(=O)C1=CC(=C(C=C1)C1=CC=C(C=C1)C(=O)O)C